3,3-difluoro-1-(4-methylpiperazin-1-yl)-2,3-dihydro-1H-inden-5-amine FC1(CC(C2=CC=C(C=C12)N)N1CCN(CC1)C)F